4-(2-Amino-2-methylpropanoyl)-N-(1-(4-((6-amino-3-azabicyclo[4.1.0]heptan-3-yl)methyl)cyclohexyl)-2-oxo-1,2-dihydropyrimidin-4-yl)piperazine-1-carboxamide hydrochloride salt Cl.NC(C(=O)N1CCN(CC1)C(=O)NC1=NC(N(C=C1)C1CCC(CC1)CN1CC2CC2(CC1)N)=O)(C)C